5-((4-(ethylthio)-6-fluoro-1H-indol-5-yl)oxy)-2-fluorobenzonitrile C(C)SC1=C2C=CNC2=CC(=C1OC=1C=CC(=C(C#N)C1)F)F